methyl 2-[2-(3,5-dichloro-2-hydroxyphenyl)-5-({[(2-methylpropan-2-yl) oxy] carbonyl} amino) benzo[d]imidazol-1-yl]-4-methylpentanoate ClC=1C(=C(C=C(C1)Cl)C1=NC2=C(N1C(C(=O)OC)CC(C)C)C=CC(=C2)NC(=O)OC(C)(C)C)O